FC1=CC(=C(C=C1)N1CN(C(C2=C1C=NC(=C2)C(F)(F)F)=O)C2=C(NC(C=C2)=O)C)C 1-(4-fluoro-2-methylphenyl)-3-(2-methyl-6-oxo-1,6-dihydropyridin-3-yl)-6-(trifluoromethyl)-2,3-dihydropyrido[3,4-d]pyrimidin-4(1H)-one